S1C(=NC2=C1C=CC=C2)C2=C(SC=1CNCCC12)NC(=O)N1CC(C1)NC(C)C N-(3-(Benzo[d]thiazol-2-yl)-4,5,6,7-tetrahydrothieno[2,3-c]pyridin-2-yl)-3-(isopropylamino)azetidine-1-carboxamide